COC1=C(C=C(C=C1)[C@H](CC1=NN=CN1C)C)N1C(C2=CC(=CC(=C2C1)C(F)(F)F)CN1CCCC1)=O (S)-2-(2-Methoxy-5-(1-(4-methyl-4H-1,2,4-triazol-3-yl)propan-2-yl)phenyl)-6-(pyrrolidin-1-ylmethyl)-4-(trifluoromethyl)isoindolin-1-one